FC=1C=C(C#N)C=C(C1)C=1C=C2C=3C(CC(C3C1)=C)(CC2=C)O 3-fluoro-5-(2a-hydroxy-1,4-dimethylene-2,2a,3,4-tetrahydro-1H-cyclopenta[cd]inden-6-yl)benzonitrile